C1(CC1)C1=CC=C2C(=NC(N(C2=C1)C1=C(C=CC=C1)C=C)=O)NC1CC1 7-cyclopropyl-4-(cyclopropylamino)-1-(2-vinylphenyl)quinazolin-2(1H)-one